((3-hydroxy-2-((methoxyimino)methyl)phenoxy)methyl)benzoic acid OC=1C(=C(OCC2=C(C(=O)O)C=CC=C2)C=CC1)C=NOC